1-[3-nitro-5-(trifluoromethyl)phenyl]ethanone [N+](=O)([O-])C=1C=C(C=C(C1)C(F)(F)F)C(C)=O